C(C=C)(=O)N1CC(=CCC1)C=1C(=NN(C1)C(C(=O)NC=1SC(=CN1)C1CC1)C)C 2-(4-(1-propenoyl-1,2,5,6-tetrahydropyridin-3-yl)-3-methyl-1H-pyrazol-1-yl)-N-(5-cyclopropylthiazol-2-yl)propionamide